C(C)OC(=O)NN1C(=NC=C1)C(=O)OCC ethyl 1-(ethoxycarbonylamino)-1H-imidazole-2-carboxylate